ethyl 4-(1-(dimethylamino)-2,2,2-trifluoroethyl)picolinate CN(C(C(F)(F)F)C1=CC(=NC=C1)C(=O)OCC)C